4-methoxypyridin-3-yl ethyl carbonate C(OC=1C=NC=CC1OC)(OCC)=O